CC1=NC(=CC(=C1)C1=CC=C2C(=C(NC2=C1)C=1C=NC(=NC1)N1CCN(CC1)C(=O)OC(C)(C)C)C)C tert-butyl 4-(5-(6-(2,6-dimethylpyridin-4-yl)-3-methyl-1H-indol-2-yl)pyrimidin-2-yl)piperazine-1-carboxylate